ClC1=NC=C(C(=C1)C1=C(C=NC(=C1)C)C(=O)NC=1SC(=NN1)O[C@@H]1COCC1)OC(F)F (S)-2'-chloro-5'-(difluoromethoxy)-6-methyl-N-(5-((tetrahydrofuran-3-yl)oxy)-1,3,4-thiadiazol-2-yl)-(4,4'-bipyridine)-3-carboxamide